((2,3-bis(((3-morpholinopropyl)carbamoyl)oxy)butane-1,4-diyl)bis(oxy))-bis(heptane-7,1-diyl) didodecanoate C(CCCCCCCCCCC)(=O)OCCCCCCCOCC(C(COCCCCCCCOC(CCCCCCCCCCC)=O)OC(NCCCN1CCOCC1)=O)OC(NCCCN1CCOCC1)=O